5-carboxy-2-(2,2-dimethoxyethylthio)quinoline C(=O)(O)C1=C2C=CC(=NC2=CC=C1)SCC(OC)OC